N=1N=CN(C1)C1=CC(=C2C=NNC2=C1)NCCOCCCCNCC=1C=C(C=C(C1)Cl)C(C#N)(C)C 2-(3-(((4-(2-((6-(4H-1,2,4-triazol-4-yl)-1H-indazol-4-yl)amino)ethoxy)butyl)amino)methyl)-5-chlorophenyl)-2-methylpropanenitrile